CC1=C(C2(C3=CC=CC=C13)CCC1(CC2)OCCO1)C dimethyldispiro[[1,3]dioxolane-2,1'-cyclohexane-4',1''-indene]